[NH4+].N[C@@H](CCCNC(N)=N)C(=O)[O-] L-arginine ammonium salt